1-(2-bromoethyl)-2-fluorobenzene BrCCC1=C(C=CC=C1)F